ClC1=NC=C(C(=C1)C1=C(C=NC(=C1)C)C(=O)NC=1SC2=C(N1)CN(C2)C(C2=C(N=CC=C2)OC)=O)OC 2'-chloro-5'-methoxy-N-(5-(2-methoxynicotinoyl)-5,6-dihydro-4H-pyrrolo[3,4-d]thiazol-2-yl)-6-methyl-[4,4'-bipyridine]-3-carboxamide